FC1(CCN(CC1)CC1=NC=CC=C1)F 2-((4,4-difluoropiperidin-1-yl)methyl)pyridine